N-[6-(cyanomethyl)pyridin-3-yl]-2-oxo-1-[2-(2,2,2-trifluoroethoxy)phenyl]-1,2-dihydropyridine-3-carboxamide C(#N)CC1=CC=C(C=N1)NC(=O)C=1C(N(C=CC1)C1=C(C=CC=C1)OCC(F)(F)F)=O